methyl-3-hexyl-imidazole chloride [Cl-].CC1=NC=CN1CCCCCC